N-(3-chloro-5-(methylsulfonamido)phenyl)-1-methyl-2-phenyl-1H-imidazole-4-carboxamide ClC=1C=C(C=C(C1)NS(=O)(=O)C)NC(=O)C=1N=C(N(C1)C)C1=CC=CC=C1